C(C1=CC=CC=C1)OC(=O)N1CC(OCC=C1)OP(=O)(OC1=CC=CC=C1)OC1=CC=CC=C1 ((diphenoxyphosphoryl)oxy)-2,3-dihydro-1,4-oxaazepine-4(7H)-carboxylic acid benzyl ester